1-(6-chloro-3-fluoro-2-pyridinyl)ethanone ClC1=CC=C(C(=N1)C(C)=O)F